N-(2-((4-methoxybenzyl)amino)pyrimidin-4-yl)-3-nitrobenzenesulfonamide COC1=CC=C(CNC2=NC=CC(=N2)NS(=O)(=O)C2=CC(=CC=C2)[N+](=O)[O-])C=C1